CC=1N(N=C2C3=C(C(C(C12)=O)=O)C=CC=C3)S(=O)(=O)C3=CC=C(C(=O)OC)C=C3 methyl 4-(3-methyl-4,5-dioxo-4,5-dihydro-2H-benzo[g]indazol-2-ylsulfonyl)benzoate